N-[1-(1-methoxypropan-2-yl)-5-(trifluoromethyl)-1H-pyrazol-4-yl]carbamic acid tert-butyl ester C(C)(C)(C)OC(NC=1C=NN(C1C(F)(F)F)C(COC)C)=O